C(C)(C)C1=NN=C2N1N=C(C=C2NC2=CN=NC=C2)NC(CC)CC 3-isopropyl-N6-(pentan-3-yl)-N8-(pyridazin-4-yl)-[1,2,4]triazolo[4,3-b]pyridazine-6,8-diamine